NC(CN1CCC(CC1)C=1C=C2C(=C(N(C2=CC1)SC[C@H](N)C(=O)O)C=1C(=C(C=2N(C1)N=CN2)C)C)C(C)C)=O S-(5-(1-(2-amino-2-oxoethyl)piperidin-4-yl)-2-(7,8-dimethyl-[1,2,4]triazolo[1,5-a]pyridin-6-yl)-3-isopropyl-1H-indol-1-yl)-L-cysteine